BrC(CBr)C1=CC=C(C=C1)[N+](=O)[O-] 1-(1,2-dibromoethyl)-4-nitrobenzene